FC1([C@@H](C1)C1=CNC2=NC=CC(=C21)N[C@@H]2CC[C@@H](N(C2)C(C=C)=O)C)F 1-((2S,5R)-5-((3-((S)-2,2-difluorocyclopropyl)-1H-pyrrolo[2,3-b]pyridin-4-yl)amino)-2-methylpiperidin-1-yl)prop-2-en-1-one